Cl.C1CC12CNC2 5-azaspiro[2.3]hexane hydrochloride